EXO-tert-butyl (1R,5S,7r)-7-hydroxy-3-oxa-9-azabicyclo[3.3.1]nonane-9-carboxylate OC1C[C@H]2COC[C@@H](C1)N2C(=O)OC(C)(C)C